C1(=CC=CC=C1)C=1N=C(SC1)C=1C(=NC=CC1)C(N)=N (4-phenylthiazol-2-yl)picolinimidamide